NC1=C2C(=NC=N1)N(N=C2C#CC2=CC1=C(N(C=N1)CC)C=C2F)[C@H]2C[C@@H](N(C2)C(C=C)=O)COC(F)(F)F 1-[(2R,4S)-4-[4-amino-3-[2-(1-ethyl-6-fluoro-1,3-benzodiazol-5-yl)ethynyl]pyrazolo[3,4-d]pyrimidin-1-yl]-2-[(trifluoromethoxy)methyl]pyrrolidin-1-yl]prop-2-en-1-one